C[Si](C)(C)C#CC1=C(C(=C(C(=C1C#C[Si](C)(C)C)C#C[Si](C)(C)C)C#C[Si](C)(C)C)C#C[Si](C)(C)C)C#C[Si](C)(C)C hexa((trimethylsilyl)ethynyl)benzene